cyclopropyl-5-methylpyridin-2-amine C1(CC1)C=1C(=NC=C(C1)C)N